C(C=C)(=O)NC1=C(C=CC=C1)B(O)O 2-(acrylamido)phenylboronic acid